tert-butyl-α-cumyl peroxide C(C)(C)(C)OOC(C)(C)C1=CC=CC=C1